FC(\C(=C\C(F)(F)F)\C)(F)F (E)-1,1,1,4,4,4-hexafluoro-2-methylbut-2-ene